4-([1,1'-biphenyl]-4-ylthio)butyl-acrylic acid C1(=CC=C(C=C1)SCCCCC(C(=O)O)=C)C1=CC=CC=C1